(S)-3-bromo-N-(4-(chlorodifluoromethoxy)phenyl)-4-((2,3-dihydroxypropyl)amino)-5-nitrobenzamide BrC=1C=C(C(=O)NC2=CC=C(C=C2)OC(F)(F)Cl)C=C(C1NC[C@@H](CO)O)[N+](=O)[O-]